CN1C=C(C=2N=C(NC(C21)=O)C2=C(C=CC=C2)OCCC)CCC 5-methyl-2-(2-propoxyphenyl)-7-propyl-3,5-dihydro-4H-pyrrolo[3,2-d]pyrimidin-4-one